FC(CN1C(=NC2=C1C=C(C=C2)C2=CNC=1N=C(N=CC12)NC1CCC(CC1)NC(C)=O)C)F N-((1r,4r)-4-((5-(1-(2,2-difluoroethyl)-2-methyl-1H-benzo[d]imidazol-6-yl)-7H-pyrrolo[2,3-d]pyrimidin-2-yl)amino)cyclohexyl)acetamide